3-(2-(3-(((S)-2-(((benzyloxy)carbonyl)amino)-4-phenylbutyrylamino)methyl)-4,5-dimethylphenoxy)ethyl)piperidine-1-carboxylic acid tert-butyl ester C(C)(C)(C)OC(=O)N1CC(CCC1)CCOC1=CC(=C(C(=C1)C)C)CNC([C@H](CCC1=CC=CC=C1)NC(=O)OCC1=CC=CC=C1)=O